C(C)(=O)OCC(C)(C)NC1=NC=C(C=C1C(N(C)C)=O)Br 2-((5-bromo-3-(dimethylcarbamoyl)pyridin-2-yl)amino)-2-methylpropyl acetate